ClC=1C=C(C=CC1)N1C(\C(\CC1=O)=C\C1=C(OCC2=CC=C(C(=O)OCCNC(C)=O)C=C2)C=CC=C1)=O 2-acetamidoethyl (E)-4-((2-((1-(3-chlorophenyl)-2,5-dioxopyrrolidin-3-ylidene)methyl)phenoxy)methyl)benzoate